C(C1=CC=CC=C1)OC(C)C=1OC(=CN1)C 2-(1-(benzyloxy)ethyl)-5-methyl-oxazole